Vinyl phosphate phosphoramidite P(O)(O)N.P(=O)(OC=C)(O)O